rac-3-methyl-5-phenyl-adamantane-1-carboxylic acid CC12CC3(CC(CC(C1)(C3)C3=CC=CC=C3)C2)C(=O)O